OC=1C=CC=2C(C3=CC=C(C=C3OC2C1)O)C1=C(C(=O)O)C=CC=C1 2-(3,6-Dihydroxy-9H-xanthen-9-yl)benzoic acid